N-cyclohexyl-N-ethyl-N',N'-bis(dimethyl-silyl)-silanediamine C1(CCCCC1)N([SiH2]N([SiH](C)C)[SiH](C)C)CC